C1(=CC=CC=C1)C1=NC(=NC(=C1)C1=CC=CC=C1)C=1C=C(C=CC1)C1=CC=NC(=N1)C1=C(C=CC=C1)[O-].[Cs+] cesium 2-(6-(3-(4,6-diphenyl-pyrimidin-2-yl)phenyl)pyrimidin-2-yl)phenolate